6-Bromo-2-(3-(3-((4-methyl-4H-1,2,4-triazol-3-yl)methyl)oxetan-3-yl)phenyl)-7-(trifluoromethyl)-1H-benzo[d]imidazole BrC=1C=CC2=C(NC(=N2)C2=CC(=CC=C2)C2(COC2)CC2=NN=CN2C)C1C(F)(F)F